C(C)(C)(C)OC(C(CC)N1C(C=C(C(=C1)OC)C1=C(C=CC(=C1)Cl)N1N=NC(=C1)C(F)F)=O)=O 2-[4-{5-chloro-2-[4-(difluoromethyl)-1H-1,2,3-triazol-1-yl]phenyl}-5-methoxy-2-oxopyridin-1(2H)-yl]butanoic acid tert-butyl ester